BrC1=CC=C2C=NN(C2=C1OC)C([2H])([2H])[2H] 6-Bromo-7-methoxy-1-(methyl-d3)-1H-indazole